CC1N(C1)CCC(=O)O.CC1N(C1)CCC(=O)O.CC1N(C1)CCC(=O)O.C(O)C(CC)(CO)CO trimethylolpropane-tris[β-(2-methylaziridinyl) propionate]